O1CC(=CCC1)C1=NC=2C(=NC(=CC2N2CCOCC2)NNC(=O)OCC2=CC=CC=C2)N1C benzyl 2-(2-(5,6-dihydro-2H-pyran-3-yl)-3-methyl-7-morpholino-3H-imidazo[4,5-b]pyridin-5-yl)hydrazinecarboxylate